1-cyclopropyl-2-oxo-1,2-dihydropyridine-4-sulfonyl chloride C1(CC1)N1C(C=C(C=C1)S(=O)(=O)Cl)=O